BrC1=CN(C2=C1C=NC=C2)CC=2N=NN(C2)C(C(=O)OC(C)(C)C)C(C)C tert-butyl 2-(4-((3-bromo-1H-pyrrolo[3,2-c]pyridin-1-yl)methyl)-1H-1,2,3-triazol-1-yl)-3-methylbutanoate